5-bromo-2-(trifluoro-methoxy)benzonitrile BrC=1C=CC(=C(C#N)C1)OC(F)(F)F